S(=O)(=O)(C1=C(C(=CC=C1)N)N)C1=C(C(=CC=C1)N)N sulfonylbis(benzene-1,2-diamine)